Benzyl (S)-2-amino-4-fluorobutanoate hydrochloride Cl.N[C@H](C(=O)OCC1=CC=CC=C1)CCF